C(#N)C1=CC=C(OC=2N(C=C(N2)C)C(=O)NC2CCC(CC2)(F)F)C=C1 2-(4-Cyanophenoxy)-N-(4,4-difluorocyclohexyl)-4-methyl-1H-imidazole-1-carboxamide